FC1(CC12CN(C2)C2=NC(=CN=C2)C#C[Si](C)(C)C)F 1,1-difluoro-5-(6-((trimethylsilyl)ethynyl)pyrazin-2-yl)-5-azaspiro[2.3]hexane